CC1(CN(C1)C(C=C)=O)C=1N=NNC1 1-(3-methyl-3-(1H-1,2,3-triazol-4-yl)azetidin-1-yl)prop-2-en-1-one